undecene-5,7-dione C=CCCC(CC(CCCC)=O)=O